CN1C(=NN=C1)CC(C)C=1C=C(C=CC1)NC(=O)C1=NC=CC=C1 N-(3-(1-(4-methyl-4H-1,2,4-triazol-3-yl)propan-2-yl)phenyl)pyridineamide